N1C=NC(=C1)C1C(NCC(O1)C)C 2-(1H-imidazol-4-yl)-3,6-dimethylmorpholine